C(C)(C)(C)[Si](OC[C@H](CCO[Si](C)(C)C(C)(C)C)O)(C)C (2S)-1,4-bis[[tert-butyl-(dimethyl)silyl]oxy]butan-2-ol